O1CCC(CC1)COCCOC1OCCCC1 2-(2-((tetrahydro-2H-pyran-4-yl)methoxy)ethoxy)-tetrahydro-2H-pyran